di(4-methylbenzoyl) peroxide tert-butyl-neodecanoate C(C)(C)(C)OC(CCCCCC(C)(C)C)=O.CC1=CC=C(C(=O)OOC(C2=CC=C(C=C2)C)=O)C=C1